BrC1=NC(=CC(=C1)OC)C1(COCC1)F 2-bromo-6-(3-fluorotetrahydrofuran-3-yl)-4-methoxypyridine